8-Bromo-1,2,3,4,4a,5,6,7-octahydronaphtho[1,8-cd]azepin BrC1=CC=C2CNCCC3C2=C1CCC3